1-{[(3R)-6-butoxy-3-methyl-3,4-dihydro-2-naphthyl]Methyl}-3-methyl-3-azetidinecarboxylic acid C(CCC)OC=1C=C2C[C@H](C(=CC2=CC1)CN1CC(C1)(C(=O)O)C)C